C(#N)CC1=C(CN2N=CC(=C2)C(=O)OCC)C=CC=C1 ethyl 1-(2-(cyanomethyl)benzyl)-1H-pyrazole-4-carboxylate